FC(CN1N=CC=2C1=NC(=CN2)N2CCC1(CC(C1)OC=1C=NC(=CC1)C(F)(F)F)CC2)F 1-(2,2-difluoroethyl)-6-(2-((6-(trifluoromethyl)pyridin-3-yl)oxy)-7-azaspiro[3.5]nonan-7-yl)-1H-pyrazolo[3,4-b]pyrazine